C12(CC3CC(CC(C1)C3)C2)O (E)-adamantan-1-ol